COC(=O)C1(CCN(CC1)CC1=CC=CC=C1)CC(=O)N(C1=CC=CC=C1)[C@H]1CC(CCC1)(F)F |r| 1-Benzyl-4-[2-(N-[(rac)-3,3-difluorocyclohexyl]anilino)-2-oxo-ethyl]piperidine-4-carboxylic acid methyl ester